Ethyl 3-fluoro-5-[({1-[2-fluoro-4-(trifluoromethyl) phenyl]cyclopropyl}carbonyl) amino]-2-(1-methyl-1H-indazol-6-yl)benzoate FC=1C(=C(C(=O)OCC)C=C(C1)NC(=O)C1(CC1)C1=C(C=C(C=C1)C(F)(F)F)F)C1=CC=C2C=NN(C2=C1)C